C(CCCCCCCCCCCCCCCCC)(=O)OC[C@@H](OC(CCCCCCCCCCCCCCCCC)=O)COP(=O)(O)OCCN 1,2-distearoyl-sn-glycero-3-phosphoryl-ethanolamine